1-((trans)-4-((S)-3-methylpiperazin-1-yl)cyclohexyl)-3-(4-phenoxyphenyl)-1H-pyrazolo[3,4-d]pyrimidin-4-amine C[C@H]1CN(CCN1)[C@@H]1CC[C@H](CC1)N1N=C(C=2C1=NC=NC2N)C2=CC=C(C=C2)OC2=CC=CC=C2